5-nitro-1H-benzo[d]imidazole [N+](=O)([O-])C1=CC2=C(NC=N2)C=C1